4-acetamido-1-(tetrahydro-2H-pyran-2-yl)-1H-pyrazole-3-carboxylic acid methyl ester COC(=O)C1=NN(C=C1NC(C)=O)C1OCCCC1